1-methyldimethoxysilylethyldimethylsilyl-2-(diethylamino)(triethoxysilylpropylamino)methylsilylethyldimethylsilylbenzene C[Si](C(C)C=1C(=C(C(=C(C1)[SiH](C)C)N(CC)CC)CC[SiH2]CNCCC[Si](OCC)(OCC)OCC)[SiH](C)C)(OC)OC